4-amino-4'-methyl-[1,1'-biphenyl]-3-ol NC1=C(C=C(C=C1)C1=CC=C(C=C1)C)O